tri(isoheptyl)cyclohexane-1,2,4-tripropionate C(CCCC(C)C)OC(CCC1C(CC(CC1)CCC(=O)OCCCCC(C)C)CCC(=O)OCCCCC(C)C)=O